BrC1=CC=C(C2=C1NC=N2)C(=O)N2CCC=1N(N=C3CCN(C[C@@H]2C13)C(C=C)=O)C1=C(C=C(C=C1)CC(F)(F)F)O |o1:23| (S or R)-1-(5-(7-bromo-1H-benzo[d]imidazole-4-carbonyl)-2-(2-hydroxy-4-(2,2,2-trifluoroethyl)phenyl)-2,3,4,5,5a,6,8,9-octahydro-7H-1,2,5,7-tetraazabenzo[cd]azulen-7-yl)prop-2-en-1-one